2-hydroxy-N,N-bis(2-hydroxyethyl)-N-methylethylammonium methyl-sulfate COS(=O)(=O)[O-].OCC[N+](C)(CCO)CCO